Nitronitrogen [N+](=O)([O-])[N]